NCC=1C=C(CN2/C(/SC=C2)=N/C(=O)C2=CNC3=NC=CC=C32)C=CC1 (Z)-N-(3-(3-(aminomethyl)benzyl)thiazol-2(3H)-ylidene)-1H-pyrrolo[2,3-b]pyridine-3-carboxamide